4-oxo-N-[(2-{[(2,3,3-trimethylbutan-2-yl)amino]methyl}1H-indol-6-yl)methyl]-4H-pyrido[1,2-a]pyrimidine-2-carboxamide O=C1C=C(N=C2N1C=CC=C2)C(=O)NCC2=CC=C1C=C(NC1=C2)CNC(C)(C(C)(C)C)C